FC=1C=C(C=C(C1)F)C(=O)N1CCC2(C(N3[C@H](O2)CC[C@H]3C3=CC(=CC(=C3)F)F)=O)CC1 (5'S,7a'R)-1-(3,5-difluorobenzene-1-carbonyl)-5'-(3,5-difluorophenyl)tetra-hydro-3'H-spiro-[piperidine-4,2'-pyrrolo[2,1-b][1,3]-oxazol]-3'-one